CC(CCC(C(C(C(=O)[O-])(CCC(C(C)(C)C)C)CCC(C(C)(C)C)C)(O)C(=O)[O-])C(=O)[O-])C(C)(C)C Tri(3,4,4-trimethyl-1-pentyl)citrat